3,5-dimethoxybenzylcarbonate COC=1C=C(COC([O-])=O)C=C(C1)OC